5-(4-chloro-2-fluorophenyl)-2,3-dimethyl-7-((2S)-2-(3-(trifluoromethyl)phenyl)-4-morpholinyl)pyrido[4,3-d]pyrimidin-4(3H)-one ClC1=CC(=C(C=C1)C1=NC(=CC=2N=C(N(C(C21)=O)C)C)N2C[C@@H](OCC2)C2=CC(=CC=C2)C(F)(F)F)F